[1,2]oxazole O1N=CC=C1